The molecule is a gadolinium coordination entity that consists of Gd(3+) coordinated to 3,6,9-triazaundecadiamide in which each of the amide nitrogens is substituted by a 2-methoxyethyl group and in which the nitrogens at positions 3, 6, and 9 are each substituted by carboxylatomethyl group. The gadolinium is coordinated to the three tertiary amino groups as well as to the carboxylate groups. A white odourless powder that is freely soluble in water, gadoversetamide has paramagnetic properties and is used as a contrast agent in magnetic resonance imaging. It distributes mainly in extracellular fluid, but does not cross the blood-brain barrier. It is used particularly in imaging the brain, spine and liver. It has a role as a MRI contrast agent. COCCNC(=O)CN(CCN(CCN(CC(=O)NCCOC)CC(=O)[O-])CC(=O)[O-])CC(=O)[O-].[Gd+3]